tert-butyl (tert-butoxycarbonyl)(5-(6-(difluoromethyl)picolinamido)-3-methoxypyrazin-2-yl)carbamate C(C)(C)(C)OC(=O)N(C(OC(C)(C)C)=O)C1=NC=C(N=C1OC)NC(C1=NC(=CC=C1)C(F)F)=O